4-bromo-N-(3-chlorobenzyl)-3-nitrobenzamide BrC1=C(C=C(C(=O)NCC2=CC(=CC=C2)Cl)C=C1)[N+](=O)[O-]